N[C@H]1[C@@H]2N(C[C@H]1CC2)C(=O)C2=CC1=C(N(C(=N1)C=1N(C3=CC(=CC=C3C1)C=1C=C3CC(N(C3=CC1)C)=O)CC1CC1)C)C(=C2)OC 2'-{5-[(1R,4R,7R)-7-amino-2-azabicyclo[2.2.1]heptane-2-carbonyl]-7-methoxy-1-methyl-1H-1,3-benzodiazol-2-yl}-1'-(cyclopropylmethyl)-1-methyl-2,3-dihydro-1H,1'H-[5,6'-biindole]-2-one